chloro-N-{[4-(1-methyl-1H-imidazol-2-yl)-2,5-dioxoimidazolidin-4-yl]methyl}[biphenyl]-2-carboxamide ClC1=C(C(=CC=C1)C1=CC=CC=C1)C(=O)NCC1(NC(NC1=O)=O)C=1N(C=CN1)C